OCC=1C=CC2=C(CN(CCO2)C(=O)OC(C)(C)C)C1 tert-Butyl 7-(hydroxymethyl)-2,3-dihydrobenzo[f][1,4]oxazepine-4(5H)-carboxylate